NC1=NC=C(C2=C1C(=NN2[C@@H]2CN(CC2)C(C=C)=O)C#CC2=C(C(=CC(=C2F)OC)OC)F)C(CN(C)C)(F)F (S)-1-(3-(4-amino-3-((2,6-difluoro-3,5-dimethoxyphenyl)ethynyl)-7-(2-(dimethylamino)-1,1-difluoroethyl)-1H-pyrazolo[4,3-c]pyridin-1-yl)pyrrolidin-1-yl)prop-2-en-1-one